C=1(NC=CC=2C1C=CC2)C#N cyclopenta[c]pyridin-1-carbonitril